FC1=CC=C(C=C1)SC=1C=C2CCC[C@@H](C2=CC1)CNC=1C=NC=CC1C(=O)O 3-({[(1S)-6-[(4-fluorophenyl)thio]-1,2,3,4-tetrahydronaphthalen-1-yl]methyl}amino)pyridine-4-carboxylic acid